2,4-bis(4-methoxyphenyl)-1,3,2,4-dithiadiphosphine COC1=CC=C(C=C1)P1SC=CP(S1)C1=CC=C(C=C1)OC